5-methyl-1,2,4-benzenetriamine CC1=C(C=C(C(=C1)N)N)N